(2S,4S)-4-((tert-butyldimethylsilyl)oxy)-2-((3-chloro-4-fluorophenyl)(methyl)carbamoyl)pyrrolidine-1-carboxylic acid tert-butyl ester C(C)(C)(C)OC(=O)N1[C@@H](C[C@@H](C1)O[Si](C)(C)C(C)(C)C)C(N(C)C1=CC(=C(C=C1)F)Cl)=O